C(=O)(O)C1(C=CC(CC1)CCCCCC)CCCCCCCC(=O)O carboxy-4-hexyl-2-cyclohexene-octanoic acid